FC(C1=C(C=C(C=C1)C)SC)F 1-(difluoromethyl)-4-methyl-2-methylsulfanyl-benzene